C(C)OC1=NC(=NC2=C(C=C(C=C12)C)C(C)NC1=C(C(=O)O)C=CC=C1)N1CC2=CC=CC=C2C1 2-((1-(4-ethoxy-2-(isoindolin-2-yl)-6-methylquinazolin-8-yl)ethyl)amino)benzoic acid